(1S,3R)-bis(tert-butyldimethylsilyloxy)-(20S)-tetrahydrofuroxy-androst-5-ene [Si](C)(C)(C(C)(C)C)OC([C@@]12CCC[C@H]1[C@@H]1CC=C3CCCC[C@]3(C)[C@H]1CC2)(OC2OCCC2)O[Si](C)(C)C(C)(C)C